2-benzyl-4-methyl-1H-pyrrolo[3,4-c]pyridine-1,3(2H)-dione C(C1=CC=CC=C1)N1C(C=2C(=NC=CC2C1=O)C)=O